tert-butyl (R)-(cyclopropylmethyl)(1-(6-(3-((5-(dimethylamino)pyridin-3-yl)carbamoyl)oxetan-3-yl)pyridin-3-yl)piperidin-3-yl)carbamate C1(CC1)CN(C(OC(C)(C)C)=O)[C@H]1CN(CCC1)C=1C=NC(=CC1)C1(COC1)C(NC=1C=NC=C(C1)N(C)C)=O